3-phenyl-5,6-dihydroimidazo[1,2-d]pyrido[4,3-f][1,4]oxazepine C1(=CC=CC=C1)C1=CN=C2N1CCOC1=C2C=CN=C1